7-(4-(3,3-Difluoropyrrolidin-1-yl)-6-fluoropyridin-2-yl)-5,6,7,8-tetrahydro-2,7-naphthyridine-3-carboxylic acid ethyl ester C(C)OC(=O)C=1N=CC=2CN(CCC2C1)C1=NC(=CC(=C1)N1CC(CC1)(F)F)F